NC1=CC=C(C=C1)C1=NN(C(=C1C(=O)N)NC1=CC(=NC=C1)OCCOC)C(C)(C)C 3-(4-aminophenyl)-1-tert-butyl-5-{[2-(2-methoxyethoxy)pyridin-4-yl]amino}-1H-pyrazole-4-carboxamide